1-(2-isopropylpyridin-3-yl)-5,6,7,8-tetrahydroimidazo[1,5-a]pyrazine C(C)(C)C1=NC=CC=C1C=1N=CN2C1CNCC2